C(C)(C)(C)OC(=O)N1C[C@H](N(CC1)C1=NC(=NC(=C1Cl)Cl)I)C (3R)-4-(5,6-dichloro-2-iodo-pyrimidin-4-yl)-3-methyl-piperazine-1-carboxylic acid tert-butyl ester